8-(difluoromethyl)quinoline FC(C=1C=CC=C2C=CC=NC12)F